C1(=CC=C(C=C1)C12C3(C(C(C=C1)C2)C(NC3=O)=O)CC=C)C32C1(C(C(C=C3)C2)C(NC1=O)=O)CC=C p-phenylene-bis(allylbicyclo[2.2.1]hept-5-ene-2,3-dicarboximide)